C1=CC=C(C=2OC3=C(C21)C=CC=C3)C3=CC=2N(C=1C=CC=CC1C2C=N3)C3=CC=C(C=C3)C3=CC=C(C=C3)[Si](C)(C)C 3-(dibenzo[b,d]furan-4-yl)-5-(4'-(trimethylsilyl)-[1,1'-biphenyl]-4-yl)-5H-pyrido[4,3-b]indole